CC=1N=C2N(C=CC=N2)C1 2-methylimidazo[1,2-a]pyrimidine